(4-hydroxybenzoyl)-6-nitro-[1,1'-biphenyl]-3-sulfonohydrazide OC1=CC=C(C(=O)C2=C(C(=CC=C2S(=O)(=O)NN)[N+](=O)[O-])C2=CC=CC=C2)C=C1